1-Ethylpiperazine C(C)N1CCNCC1